[(2-{2'-chloro-5'-methoxy-6-methyl-[4,4'-bipyridine]-3-amido}-1,3-benzothiazol-5-yl)oxy]ethyl Acetate C(C)(=O)OCCOC=1C=CC2=C(N=C(S2)NC(=O)C=2C=NC(=CC2C2=CC(=NC=C2OC)Cl)C)C1